Cl.C(C)NC12CC(C1)(C2)C(F)(F)F N-ethyl-3-(trifluoromethyl)bicyclo[1.1.1]Pentane-1-amine hydrochloride